NC1=NN2C(C=C(C=C2)C=2C=C(C(=NC2)OCC)C(=O)NCCC2=C(C=CC=C2)OC2=CC=CC=C2)=N1 5-{2-amino-[1,2,4]triazolo[1,5-a]pyridin-7-yl}-2-ethoxy-N-[2-(2-phenoxyphenyl)ethyl]pyridine-3-carboxamide